4-Acetylphenyl Isocyanate C(C)(=O)C1=CC=C(C=C1)N=C=O